4-aminophenyl (2E)-3-(4-aminophenyl)-2-methyl-2-propenoate NC1=CC=C(C=C1)/C=C(/C(=O)OC1=CC=C(C=C1)N)\C